8'-((3S,5R)-4-acryloyl-3,5-dimethylpiperazin-1-yl)-11'-(5-amino-2,4-difluorophenyl)-10'-(trifluoromethyl)-2'H,4'H,6'H-spiro[oxetane-3,3'-[1,4]thiazepino[2,3,4-ij]quinazolin]-6'-one C(C=C)(=O)N1[C@H](CN(C[C@H]1C)C1=NC(N2C3=C(C(=C(C=C13)C(F)(F)F)C1=C(C=C(C(=C1)N)F)F)SCC1(C2)COC1)=O)C